C(C)OC(=O)C1[C@H]2C=C[C@@H](C1)CC2.BrCC(=O)NCC2=CC(=CC=C2)C#N 2-bromo-N-(3-cyanobenzyl)acetamide ethyl-(1R,4R)-bicyclo[2.2.2]oct-5-ene-2-carboxylate